N-(4,4-difluorocyclohexyl)-5-(trans-2-((tetrahydro-2H-pyran-4-ylmethyl)amino)cyclopropyl)thiophene-3-carboxamide Hydrochloride Cl.FC1(CCC(CC1)NC(=O)C1=CSC(=C1)[C@H]1[C@@H](C1)NCC1CCOCC1)F